CN1C(=[N+](C=C1)CCCCC)C 1,2-dimethyl-3-pentylimidazolium